6-benzyl-2-chloro-8-ethyl-5,6,7,8-tetrahydro-1,6-naphthyridine C(C1=CC=CC=C1)N1CC=2C=CC(=NC2C(C1)CC)Cl